N1C=NC=C1CC(C(=O)[O-])=O Imidazol-5-yl-pyruvate